O1C=CC=2C=C3C4=C(NC3=CC21)C(NCC4)=O 5,6,7,9-tetrahydro-8H-furo[3,2-f]pyrido[3,4-b]indol-8-one